O=C(C(=O)N)N1[C@H](CC[C@@H](C1)C)C1=CC2=CC=CC=C2C=C1 2-oxo-2-[(2R,5S)-5-methyl-2-(2-naphthyl)-1-piperidyl]acetamide